ClC1=C(C=C(C#N)C=C1)C=1NC2=CC(=C(C(=C2C(C1)=O)F)N1CCN(CC1)CC(F)(F)F)F 4-chloro-3-(5,7-difluoro-4-oxo-6-(4-(2,2,2-trifluoroethyl)piperazin-1-yl)-1,4-dihydroquinolin-2-yl)benzonitrile